FC(OC=1C=C(C=NC1)CO)F [5-(difluoromethoxy)-3-pyridyl]methanol